3-Amino-8-isobutyl-N-propylimidazo[1,2-a]pyridine-2-carboxamide hydrochloride Cl.NC1=C(N=C2N1C=CC=C2CC(C)C)C(=O)NCCC